N-((3-methyl-1-(4-(trifluoromethyl)phenyl)-1,2,3,4-tetrahydro-1,5-naphthyridin-3-yl)methyl)acetamide CC1(CN(C2=CC=CN=C2C1)C1=CC=C(C=C1)C(F)(F)F)CNC(C)=O